C(C)C=1C=NC(=NC1)N1C[C@@H](CC1)COC1=C(C=CC=C1F)C1=CC=CC2=C1S(CO2)=O 4-(((R)-1-(5-Ethylpyrimidin-2-yl)pyrrolidin-3-yl)methoxy-3-fluorophenyl)-2H-benzo[d][1,3]oxathiole 3-oxide